N-(4-methyl-5-(2-(2,2,2-trifluoro-1,1-dimethylethyl)-4-pyridinyl)-2-thiazolyl)aminocarbonyl-L-prolinamide-15N CC=1N=C(SC1C1=CC(=NC=C1)C(C(F)(F)F)(C)C)NC(=O)[15NH]C([C@H]1NCCC1)=O